(S)-2,5-bis((2R,3S)-2-((E)-4,8-dimethylnonan-3,7-dien-1-yl)-3-Hydroxy-2-methyl-5-((morpholinesulfonyl)oxy)-7-oxo-3,4,7,9-tetrahydropyrano[2,3-E]isoindole-8(2H)-yl)pentanoic acid C\C(=C/CC[C@@]1([C@H](CC=2C(=C3CN(C(C3=CC2OS(=O)(=O)N2CCOCC2)=O)[C@H](C(=O)O)CCCN2C(C3=CC(=C4C(=C3C2)O[C@@]([C@H](C4)O)(CC\C=C(\CCC=C(C)C)/C)C)OS(=O)(=O)N4CCOCC4)=O)O1)O)C)\CCC=C(C)C